C1(=CC=CC=C1)C=1N=C(C2=C(N1)CN(CC2)C(C=C)=O)C=2C=NC=CC2 1-(2-phenyl-4-(pyridin-3-yl)-5,8-dihydropyrido[3,4-d]pyrimidin-7(6H)-yl)prop-2-en-1-one